tert-butyl (3-(but-2-ynamido)benzyl)(5-cyclopropyl-3-isopropylpyrazolo[1,5-a]pyrimidin-7-yl)carbamate C(C#CC)(=O)NC=1C=C(CN(C(OC(C)(C)C)=O)C2=CC(=NC=3N2N=CC3C(C)C)C3CC3)C=CC1